N1-((5-(2,6-dioxopiperidin-3-yl)-4-oxo-5,6-dihydro-4H-thieno[3,4-c]pyrrol-1-yl)-methyl)-N2,N2-dimethyloxalamide O=C1NC(CCC1N1CC=2C(C1=O)=CSC2CNC(C(=O)N(C)C)=O)=O